6-bromo-N-(3-iodophenyl)-1H-indole BrC1=CC=C2C=CN(C2=C1)C1=CC(=CC=C1)I